1-{[(2S,3S,4S)-4-fluoro-3-methyl-5-oxopyrrolidin-2-yl]methoxy}-7-(propan-2-yloxy)isoquinoline-6-carboxamide F[C@H]1[C@H]([C@H](NC1=O)COC1=NC=CC2=CC(=C(C=C12)OC(C)C)C(=O)N)C